1-(3-bromo-6-chloropyridin-2-yl)cyclopropane-1-carboxylic acid methyl ester COC(=O)C1(CC1)C1=NC(=CC=C1Br)Cl